N-BOC-3-hydroxyl-4-aminopiperidine C(=O)(OC(C)(C)C)N1CC(C(CC1)N)O